FC(C(=O)[O-])(F)F.COC1=CC=C(C=C1)NC1C[NH2+]CCC1 3-[(4-methoxyphenyl)amino]piperidin-1-ium trifluoroacetate